5-Methyl-N-(3-(2-oxopropyl)-1,2,4-thiadiazol-5-yl)-4-(3-(trifluoromethyl)phenyl)furan-2-carboxamide CC1=C(C=C(O1)C(=O)NC1=NC(=NS1)CC(C)=O)C1=CC(=CC=C1)C(F)(F)F